2-Amino-6-[2-hydroxy-6-methyl-4-(trifluoromethyl)phenyl]-4-methoxy-pyridin-3-ol NC1=NC(=CC(=C1O)OC)C1=C(C=C(C=C1C)C(F)(F)F)O